NC=1C(=NC(=CN1)C1=CC=C(C=C1)C)C(=O)NC1=CC=C(C=C1)S(=O)(=O)CC1COC1 3-amino-N-(4-(oxetan-3-ylmethylsulfonyl)phenyl)-6-p-tolylpyrazine-2-carboxamide